tert-butyl (3S)-3-[(1R)-2-[[2-(cyclobutylamino)-6-(4-methylpiperazin-1-yl)pyridine-4-carbonyl]amino]-1-hydroxy-ethyl]-7-hydroxy-3,4-dihydro-1H-isoquinoline-2-carboxylate C1(CCC1)NC1=NC(=CC(=C1)C(=O)NC[C@@H](O)[C@H]1N(CC2=CC(=CC=C2C1)O)C(=O)OC(C)(C)C)N1CCN(CC1)C